N1CNC(CC1)=O Hexahydro-1,3-diazin-4-on